N-Boc-4-(4-hydroxy-butyl)-piperidine C(=O)(OC(C)(C)C)N1CCC(CC1)CCCCO